C(CCCCCCCC)C1=CC=C(C=C1)C(C(CCCC)CC)P([O-])([O-])=O.[Nd+3].C(CCCCCCCC)C1=CC=C(C=C1)C(C(CCCC)CC)P([O-])([O-])=O.C(CCCCCCCC)C1=CC=C(C=C1)C(C(CCCC)CC)P([O-])([O-])=O.[Nd+3] neodymium (p-nonylphenyl)((2-ethylhexyl)phosphonate)